COCC1=CN(C2=NC(=CC=C21)C(=O)[O-])C.[Li+] lithium 3-(methoxymethyl)-1-methyl-1H-pyrrolo[2,3-b]pyridine-6-carboxylate